CC1=NOC(=C1C=1C=C2C(=NC(=NC2=CC1)C=1C=NN(C1)CCC#N)N1[C@H](COCC1)C1=CC=CC=C1)C (S)-3-(4-(6-(3,5-dimethylisoxazol-4-yl)-4-(3-phenylmorpholino)quinazolin-2-yl)-1H-pyrazol-1-yl)propionitrile